FC1([C@H](C1)C(=O)NC1=NC=C2C=C(C(=NC2=C1)C(=O)NC)C=1C=NC(=CC1C)[C@@H](CC)O)F 7-((R)-2,2-difluorocyclopropane-1-carboxamido)-3-(6-((R)-1-hydroxypropyl)-4-methylpyridin-3-yl)-N-methyl-1,6-naphthyridine-2-carboxamide